ClC=1C=C2C(=NN1)NC[C@@H]1N2C[C@@H](C1)N(C1=NC=C(C=O)C=C1)C 6-(((6aR,8R)-2-chloro-5,6,6a,7,8,9-hexahydropyrrolo[1',2':4,5]pyrazino[2,3-c]pyridazin-8-yl)(methyl)amino)nicotinaldehyde